Undecane-3-carboxamide CCC(CCCCCCCC)C(=O)N